CP(N)C dimethyl-Aminophosphine